2-(bromomethyl)-3-ethyl-oxirane BrCC1OC1CC